BrC1=NN2C(C=C(C(=C2)C=2C=NN(C2)C(C)OCC)C)=N1 2-bromo-6-(1-(1-ethoxyethyl)-1H-pyrazol-4-yl)-7-methyl-[1,2,4]triazolo[1,5-a]pyridine